(R)-(3-aminopiperidin-1-yl)(2-(1-(cyclopropylmethyl)-7-methoxy-1H-indol-2-yl)-3-methylimidazo[1,2-a]pyridin-7-yl)methanone N[C@H]1CN(CCC1)C(=O)C1=CC=2N(C=C1)C(=C(N2)C=2N(C1=C(C=CC=C1C2)OC)CC2CC2)C